C(C)(C)C1=NC=CC(=C1)C=C 2-isopropyl-4-vinylpyridine